5,7,4'-trihydroxy-3'-methoxyflavone OC1=C2C(C=C(OC2=CC(=C1)O)C1=CC(=C(C=C1)O)OC)=O